tert-butyl (((3R,5S)-1-benzyl-5-((5-(4-fluorophenyl)-3-methyl-1H-indole-2-carboxamido)methyl)pyrrolidin-3-yl)methyl)carbamate C(C1=CC=CC=C1)N1C[C@H](C[C@H]1CNC(=O)C=1NC2=CC=C(C=C2C1C)C1=CC=C(C=C1)F)CNC(OC(C)(C)C)=O